OC1(CCNCC1)CNC(OC(C)(C)C)=O tert-butyl ((4-hydroxypiperidine-4-yl)methyl)carbamate